N-(3-(4-(4-aminoquinazolin-8-yl)-1H-pyrazol-1-yl)-4-methylphenyl)-5-(trifluoromethyl)pyridazine-3-carboxamide t-butyl-1,4-diazacycloheptane-1-carboxylate C(C)(C)(C)OC(=O)N1CCNCCC1.NC1=NC=NC2=C(C=CC=C12)C=1C=NN(C1)C=1C=C(C=CC1C)NC(=O)C=1N=NC=C(C1)C(F)(F)F